C1=CC=C(C=2SC3=C(C21)C=CC=C3)C=3C=C(C=CC3)C3=CC(=CC=C3)C3=CN=C2C(=N3)OC=3C2=C2C=CC=CC2=C2C=CC=CC23 11-[3'-(dibenzothiophen-4-yl)biphenyl-3-yl]phenanthro[9',10':4,5]furo[2,3-b]pyrazine